7-[[5-(4-hydroxy-1-piperidyl)-2-pyridyl]amino]-4-(6-methoxyimidazo[1,2-a]pyridin-3-yl)isoindolin-1-one OC1CCN(CC1)C=1C=CC(=NC1)NC=1C=CC(=C2CNC(C12)=O)C1=CN=C2N1C=C(C=C2)OC